5-(benzyloxycarbonylamino)pyridine-3-boronic acid pinacol ester C(C1=CC=CC=C1)OC(=O)NC=1C=C(C=NC1)B1OC(C)(C)C(C)(C)O1